N-[(2-amino-3-pyridyl)sulfonyl]-6-(4-methoxy-2,6-dimethyl-phenyl)-2-[(4S)-2,2,4-trimethylpyrrolidin-1-yl]pyridine-3-carboxamide NC1=NC=CC=C1S(=O)(=O)NC(=O)C=1C(=NC(=CC1)C1=C(C=C(C=C1C)OC)C)N1C(C[C@@H](C1)C)(C)C